3-((4-(hydroxymethyl)phenyl)thio)piperidine-2,6-dione OCC1=CC=C(C=C1)SC1C(NC(CC1)=O)=O